6-(4-(phenyl diazenyl) phenoxy)-hexyl-acrylate C1(=CC=CC=C1)N=NC1=CC=C(OCCCCCCOC(C=C)=O)C=C1